Cl.C([C@@H](C(=O)O)N)SSC[C@@H](C(=O)O)N L-Cystin-HCl